(3S)-N-(cyclohexylmethyl)-3-{[5-(2,6-dimethoxyphenyl)-1-(2-methylpropyl)-1H-pyrazol-3-yl]formamido}-5-methylhexanamide C1(CCCCC1)CNC(C[C@H](CC(C)C)NC(=O)C1=NN(C(=C1)C1=C(C=CC=C1OC)OC)CC(C)C)=O